NCC1=CC=C(C=C1)CN(C1=C(C(=NN1C(=O)C1=COC=C1C)C1C(N(C1C(F)(F)F)S(=O)(=O)C)=O)F)C 3-[5-({[4-(aminomethyl)phenyl]methyl}(methyl)amino)-4-fluoro-1-(4-methylfuran-3-carbonyl)-1H-pyrazol-3-yl]-1-methanesulfonyl-4-(trifluoromethyl)azetidin-2-one